C(C)(C)(C)OC(=O)N1CC2=CC=CC=C2CC1 (S)-2-(tert-butoxycarbonyl)-1,2,3,4-tetrahydroisoquinoline